tert-butyl 3-amino-5-(3-(trimethylsilyl) phenyl)-1H-indazole-1-carboxylate NC1=NN(C2=CC=C(C=C12)C1=CC(=CC=C1)[Si](C)(C)C)C(=O)OC(C)(C)C